4-(5-fluoro-2-((tetrahydro-2H-pyran-4-yl)oxy)phenyl)piperidine hydrochloride Cl.FC=1C=CC(=C(C1)C1CCNCC1)OC1CCOCC1